(Z) or (E)-3-hexen-1-ol C(CC=CCC)O